FC(OC1=NC(=CC=C1NC(=O)C1(CN(C(C1)=O)C)C1=C(C=CC=C1)C(C)C)OC)F N-(2-(difluoromethoxy)-6-methoxypyridin-3-yl)-3-(2-isopropylphenyl)-1-methyl-5-oxopyrrolidine-3-carboxamide